C1(CC1)CN1C[C@@H](CCC1)NC=1C(N(C(=NN1)C1=C(C=C(C=C1)C(F)(F)F)O)C)=O (R)-6-((1-(Cyclopropylmethyl)piperidin-3-yl)amino)-3-(2-hydroxy-4-(trifluoromethyl)phenyl)-4-methyl-1,2,4-triazin-5(4H)-on